C1(CCCCC1)C1(C(NC2=C(C(=CC=C12)F)C)=O)C1=CC=C(C=C1)O 3-cyclohexyl-6-fluoro-3-(4-hydroxyphenyl)-7-methylindolin-2-one